1-isopropylpyrrolidin-3-amine C(C)(C)N1CC(CC1)N